FC1([C@@H](CN(C[C@@H]1CCCOS(=O)(=O)C1=CC=C(C)C=C1)C(=O)OC(C)(C)C)C)F tert-butyl (3R,5S)-4,4-difluoro-3-methyl-5-(3-(tosyloxy)propyl)piperidine-1-carboxylate